1-[3-(2-methoxy-4-pyridyl)-1,2,4-thiadiazol-5-yl]Ethanone COC1=NC=CC(=C1)C1=NSC(=N1)C(C)=O